C(C=C)OCCO 2-Allyloxy-ethanol